C1(CC1)[C@@H](C1=NC=2N(C=C1)C=C(N2)[C@H](C2CCC(CC2)(F)F)NC(OC(C)(C)C)=O)NC(CC(C(F)(F)F)C)=O tert-butyl ((1S)-(7-((1S)-cyclopropyl(4,4,4-trifluoro-3-methylbutanamido)methyl)imidazo[1,2-a]pyrimidin-2-yl)(4,4-difluorocyclohexyl)methyl)carbamate